(S)-6-ethyl-N-((S)-1-(5-(7-methoxyquinolin-6-yl)oxazol-2-yl)-7-oxononyl)-6-azaspiro[2.5]octane-1-carboxamide C(C)N1CCC2(C[C@@H]2C(=O)N[C@@H](CCCCCC(CC)=O)C=2OC(=CN2)C=2C=C3C=CC=NC3=CC2OC)CC1